(S)-2-fluoro-N'-((1,2,3,5,6,7-hexahydro-s-indacen-4-yl)carbamoyl)-4-((methylamino)methyl)-benzenesulfonimidamide FC1=C(C=CC(=C1)CNC)[S@](=O)(N)=NC(NC1=C2CCCC2=CC=2CCCC12)=O